C(C)OC(C[C@@H](C=1C=C(C=CC1)C1=C(C=CC=C1)F)N)=O (S)-3-amino-3-(2'-fluorobiphenyl-3-yl)propionic acid ethyl ester